BrC1=COCC(O1)(C)C 6-bromo-2,2-dimethyl-2,3-dihydro-[1,4]Dioxin